5-Methyl-N-3-pyridinyl-1-(2-chinolinyl)-1H-pyrazol-4-carboxamid CC1=C(C=NN1C1=NC2=CC=CC=C2C=C1)C(=O)NC=1C=NC=CC1